10-Butyl-2-chloroacridone C(CCC)N1C=2C=CC(=CC2C(C2=CC=CC=C12)=O)Cl